C1=C(C=CC2=CC=CC=C12)S(=O)(=O)[O-].ClC1=C(C=CC(=C1)[N+](=O)[O-])[N+]#N 2-chloro-4-nitro-benzene-diazonium 2-naphthalenesulfonate salt